(R)-4-(1,5-dimethyl-1H-1,2,3-triazol-4-yl)-2-fluoro-N-(8-methylisoquinolin-1-yl)-N-(piperidin-3-yl)benzamide hydrochloride salt Cl.CN1N=NC(=C1C)C1=CC(=C(C(=O)N([C@H]2CNCCC2)C2=NC=CC3=CC=CC(=C23)C)C=C1)F